N-((5-(tert-butyl)-2-methoxyphenyl)sulfonyl)-5-(2-methylthiazol-4-yl)quinoline-2-carboxamide C(C)(C)(C)C=1C=CC(=C(C1)S(=O)(=O)NC(=O)C1=NC2=CC=CC(=C2C=C1)C=1N=C(SC1)C)OC